C1(=CC=C(C=C1)\C=N\S(=O)C(C)(C)C)C 2-methyl-propane-2-sulfinic acid 1-p-tolyl-meth-(E)-ylideneamide